CN(C(CCCCCCCC=C)=O)C N,N-Dimethyl-9-Decenamide